CN1CCN(CC1)C1CCNCC1 4-(4-methylpiperazin-1-yl)piperidine